O=C1NC(CCC1C1=NN(C2=C(C=CC=C12)OC[C@@H]1CN(CCC1)C(=O)OC(C)(C)C)C)=O tert-butyl (3S)-3-(((3-(2,6-dioxopiperidin-3-yl)-1-methyl-1H-indazol-7-yl)oxy)methyl)piperidine-1-carboxylate